(2Z)-6-hydroxy-2-[(4-thiomorpholin-4-ylbenzylidene)]-1-benzofuran-3(2H)-one OC1=CC2=C(C(/C(/O2)=C/C2=CC=C(C=C2)N2CCSCC2)=O)C=C1